N-(2-cyanoethyl)-N-(3-hexyl)-amine C(#N)CCNC(CC)CCC